C(#N)C=1C=CC2=CN(N=C2C1OC1CN(C1)C(C(=O)O)COC)CC1=C2C=CNC2=C(C=C1S(=O)(=O)C)C 2-(3-((6-cyano-2-((7-methyl-5-(methylsulfonyl)-1H-indol-4-yl)methyl)-2H-indazol-7-yl)oxy)-azetidin-1-yl)-3-methoxypropanoic acid